5-(4-Benzylpiperazin-1-yl)-2-(pyridin-2-yl)-4,5,6,7-tetrahydro-2H-indazol-3-ol C(C1=CC=CC=C1)N1CCN(CC1)C1CC2=C(N(N=C2CC1)C1=NC=CC=C1)O